ClC1=NC=2N(C(=C1C1=C(C=C(C=C1F)C#CCCO)F)N([C@H](C)C(C)C)C)N=C(N2)C (R)-4-(4-(5-chloro-2-methyl-7-(methyl-(3-methylbutan-2-yl)amino)-[1,2,4]Triazolo[1,5-a]Pyrimidin-6-yl)-3,5-difluorophenyl)but-3-yn-1-ol